tert-butyl 3-carbamimidamidoazetidine-1-carboxylate, hydrochloride salt Cl.N(C(=N)N)C1CN(C1)C(=O)OC(C)(C)C